(R)-3-((1-((1r,4R)-4-methoxycyclohexyl)-5-methyl-4-nitro-1H-pyrazol-3-yl)oxy)-2-methylpropan-1-ol COC1CCC(CC1)N1N=C(C(=C1C)[N+](=O)[O-])OC[C@@H](CO)C